C(CCC)C1=C(C(=O)N)C=CC=C1 butyl-benzamide